COC1=C(C=CC(=C1)N1CCN(CC1)C)NC1=NC=CC(=C1)NC1=CC=C(C(=O)NC)C=C1 4-((2-((2-Methoxy-4-(4-methylpiperazin-1-yl)phenyl)amino)pyridin-4-yl)amino)-N-methylbenzamide